NCCNCCNCCNCCNCCNCCN 1,4,7,10,13,16,19-heptaazanonadecane